N(=C=O)C(C(=O)OCCN=C=O)CCCCN=C=O isocyanatoethyl 2,6-diisocyanatohexanoate